sodium isotridecanol C(CCCCCCCCCC(C)C)O.[Na]